(2S)-2-benzyl-N-(8-fluoro-4-methyl-3-quinolyl)-2,4-dimethyl-pentanamide C(C1=CC=CC=C1)[C@@](C(=O)NC=1C=NC2=C(C=CC=C2C1C)F)(CC(C)C)C